((2-(N-Methylmethanesulfonamido)phenyl)amino)nicotinamide CN(S(=O)(=O)C)C1=C(C=CC=C1)NC1=C(C(=O)N)C=CC=N1